(R)-N-((S)-2-(dimethylamino)-3-(4-hydroxyphenyl)propyl)-3-(2-methylpyridin-4-yl)-3-(1-(trifluoromethyl)cyclopropyl)propanamide CN([C@H](CNC(C[C@@H](C1(CC1)C(F)(F)F)C1=CC(=NC=C1)C)=O)CC1=CC=C(C=C1)O)C